(2S,3R,4S,5R)-3-(3,4-difluoro-2-methoxy-phenyl)-4,5-dimethyl-5-(trifluoromethyl)tetrahydrofuran FC=1C(=C(C=CC1F)[C@@H]1CO[C@]([C@H]1C)(C(F)(F)F)C)OC